N-(2-(dimethylamino)-1-(3-(trifluoromethyl)phenyl)ethyl)-4-phenoxybenzenesulfonamide CN(CC(C1=CC(=CC=C1)C(F)(F)F)NS(=O)(=O)C1=CC=C(C=C1)OC1=CC=CC=C1)C